1-(furan-3-ylmethyl)-1,2,3,6-tetrahydropyridin-3-yl pivalate C(C(C)(C)C)(=O)OC1CN(CC=C1)CC1=COC=C1